1,4-diaminophenylmethane NC1(CC=C(C=C1)N)C